COC1=C(C(=CC=C1)OC)P(NC(=O)N1C2=C(C=CC3=C1C=CC=C3)C=CC=C2)C2=C(C=CC=C2OC)OC N-(Bis(2,6-dimethoxyphenyl)phosphanyl)-5H-dibenzo[b,f]azepine-5-carboxamide